FC(C(=O)O)(F)F.CS(=O)(=O)N1CC2(C1)CNCCC2 2-(methylsulfonyl)-2,6-diazaspiro[3.5]nonane 2,2,2-trifluoroacetate